2-(2-methylpropyl)-1-tetradecanol CC(CC(CO)CCCCCCCCCCCC)C